FC1=CC(=C(C=C1)C1=CC(=CC=C1)C=1N=C2N(C=C(C=C2)C(=O)OC)C1)C1=NN=CN1C Methyl 2-(4'-fluoro-2'-(4-methyl-4H-1,2,4-triazol-3-yl)-[1,1'-biphenyl]-3-yl)imidazo[1,2-a]pyridine-6-carboxylate